tert-butyl 4-(6-cyclopropyl-2-formylimidazo[1,2-a]pyridin-8-yl)piperazine-1-carboxylate C1(CC1)C=1C=C(C=2N(C1)C=C(N2)C=O)N2CCN(CC2)C(=O)OC(C)(C)C